O=C1C(N=NC2=CC=CC=C12)C(=O)O oxocinnoline-3-carboxylic acid